O.[Na+].[Na+].[Na+].C(CC(O)(C(=O)[O-])CC(=O)[O-])(=O)[O-].[Na+] sodium citrate trisodium hydrate